CC1(OB(OC1(C)C)C=1C=CC2=C(N=C(O2)[C@H]2N(CCC2)C(=O)OC(C)(C)C)C1)C tert-butyl (S)-2-(5-(4,4,5,5-tetramethyl-1,3,2-dioxaborolan-2-yl)-benzo[d]oxazol-2-yl)pyrrolidine-1-carboxylate